C1(CC1)N1N=C(C(C(=C1)C1=CC=C(C=C1)F)=O)C(=O)NC1=NC=C(C=N1)OC1=CC=NC2=CC(=C(C=C12)C)C 1-cyclopropyl-N-(5-((6,7-dimethylquinolin-4-yl)oxy)pyrimidin-2-yl)-5-(4-fluorophenyl)-4-oxo-1,4-dihydropyridazine-3-carboxamide